C(C)(C)(C)C1=C(C=C(C=C1)NC([C@@H](C1CCOCC1)NC(=O)N1C[C@H](CC1)O)=O)Cl (3S)-N-((1R)-2-((4-tert-butyl-3-chlorophenyl)amino)-2-oxo-1-(tetrahydro-2H-pyran-4-yl)ethyl)-3-hydroxypyrrolidine-1-carboxamide